C(#N)C1=C2N=C(C=NC2=CC=C1NC=1C(=C(C=CC1F)NS(=O)(=O)CCC)F)N(C)C N-(3-(5-cyano-3-(dimethylamino)quinoxalin-6-ylamino)-2,4-difluorophenyl)propane-1-sulfonamide